methyl (Z)-2-azido-3-(4-(trifluoromethoxy)phenyl)acrylate N(=[N+]=[N-])\C(\C(=O)OC)=C/C1=CC=C(C=C1)OC(F)(F)F